ethyl (S)-2-(1-((tert-butoxycarbonyl)amino)-2-methylpropyl)-5-chloronicotinate C(C)(C)(C)OC(=O)N[C@@H](C(C)C)C1=C(C(=O)OCC)C=C(C=N1)Cl